acetonitrile-d3-TFA salt OC(=O)C(F)(F)F.C(C([2H])([2H])[2H])#N